ClC1=C(C=CC=C1F)C1=CC=C2C(C(COC2=C1)(C)C)NC(O[C@@H]1CN2CCC1CC2)=O (S)-quinuclidin-3-yl (7-(2-chloro-3-fluorophenyl)-3,3-dimethylchroman-4-yl)carbamate